tert-butyl (endo-3-azabicyclo[3.2.1]octan-8-yl)carbamate C12CNCC(CC1)C2NC(OC(C)(C)C)=O